C(C)N1[C@@H]([C@H](CCC1)C1=CC=2C(=NC=C(C2C=2SC3=C(N2)C(=C(C=C3)N)F)F)S1)C (2-((2R,3S)-1-ethyl-2-methylpiperidin-3-yl)-5-fluorothieno[2,3-b]pyridin-4-yl)-4-fluorobenzo[d]thiazol-5-amine